((2S,3S)-2-fluoro-3-(4-fluorophenyl)-3-hydroxypropyl)benzamide F[C@@H](CC1=C(C(=O)N)C=CC=C1)[C@@H](O)C1=CC=C(C=C1)F